FC=1C=CC(=NC1)C1=NN(C=C1C1=C2C(=NC=C1)N(C(=C2)C2COC2)S(=O)(=O)C2=CC=CC=C2)C 4-(3-(5-Fluoropyridin-2-yl)-1-methyl-1H-pyrazol-4-yl)-2-(oxetan-3-yl)-1-(phenylsulfonyl)-1H-pyrrolo[2,3-b]pyridine